dimercaptothiadiazole sodium [Na].SC1=C(N=NS1)S